(2R,4s,6S)-7-((5-methoxy-7-methyl-1H-indol-4-yl)methyl)-6-(4-(6-methyl-2,6-diazaspiro[3.3]heptane-2-carbonyl)phenyl)-7-azaspiro[3.5]nonane-2-carbonitrile COC=1C(=C2C=CNC2=C(C1)C)CN1[C@@H](CC2(CC(C2)C#N)CC1)C1=CC=C(C=C1)C(=O)N1CC2(C1)CN(C2)C